N1(N=CC=C1)C1=CC=C(C=C1)C1=NC(=CC(=N1)CC=O)C(=O)N1CCN(CC1)S(=O)(=O)C 2-(2-(4-(1H-pyrazol-1-yl)phenyl)-6-(4-(methylsulfonyl)piperazin-1-carbonyl)pyrimidin-4-yl)acetaldehyde